N,N-dihexadecyl-toluylammonium tetrakis(perfluorophenyl)borate FC1=C(C(=C(C(=C1F)F)F)F)[B-](C1=C(C(=C(C(=C1F)F)F)F)F)(C1=C(C(=C(C(=C1F)F)F)F)F)C1=C(C(=C(C(=C1F)F)F)F)F.C(CCCCCCCCCCCCCCC)[NH+](CCCCCCCCCCCCCCCC)C1=C(C=CC=C1)C